γ-linolenoyl-arginine C(CCCC\C=C/C\C=C/C\C=C/CCCCC)(=O)N[C@@H](CCCNC(N)=N)C(=O)O